methyl {4-[(6S)-2,3,6,9-tetramethyl-6H-thieno[3,2-f][1,2,4]triazolo[4,3-a][1,4]diazepin-4-yl]phenoxy}acetate CC1=C(C=2C(=N[C@H](C=3N(C2S1)C(=NN3)C)C)C3=CC=C(OCC(=O)OC)C=C3)C